BrCC1=C(C=C(C(N1C1=CC=C(C=C1)F)=O)C(=O)OCC)Cl ethyl 6-(bromomethyl)-5-chloro-1-(4-fluorophenyl)-2-oxo-1,2-dihydropyridine-3-carboxylate